1-(4-(2-methoxy-2-oxoethylcarbamoyl)quinolin-6-yl)-1H-1,2,3-triazole-4-carboxylic acid 2,2,2-trifluoroacetate FC(C(=O)O)(F)F.COC(CNC(=O)C1=CC=NC2=CC=C(C=C12)N1N=NC(=C1)C(=O)O)=O